N=1NN=NC1CCC1(CCC2=C(SC(=C2C(=O)NC2CC2)N)C1=O)C1=CC=CC=C1 6-(2-(2H-Tetrazol-5-yl)ethyl)-2-amino-N-cyclopropyl-7-oxo-6-phenyl-4,5,6,7-tetrahydrobenzo[b]thiophene-3-carboxamide